2-(2-furyl)-1H-benzimidazole O1C(=CC=C1)C1=NC2=C(N1)C=CC=C2